((3R,6S)-6-methyl-1-((perfluorophenyl)sulfonyl)piperidin-3-yl)-7H-pyrrolo[2,3-d]pyrimidin-4-amine C[C@H]1CC[C@H](CN1S(=O)(=O)C1=C(C(=C(C(=C1F)F)F)F)F)C=1N=C(C2=C(N1)NC=C2)N